FC=1C=2N(C=C(C1)N)C(=C(N2)C)C 8-fluoro-2,3-dimethyl-imidazo[1,2-a]pyridin-6-amine